4-[[2-fluoro-3-methoxy-propyl]-[4-(5,6,7,8-tetrahydro-1,8-naphthyridin-2-yl)butyl]amino]-2-[[indane-1-carbonyl]amino]butanoic acid FC(CN(CCC(C(=O)O)NC(=O)C1CCC2=CC=CC=C12)CCCCC1=NC=2NCCCC2C=C1)COC